2,4-dichloro-1-(4-nitrophenoxy)benzene ClC1=C(C=CC(=C1)Cl)OC1=CC=C(C=C1)[N+](=O)[O-]